5-amino-2-(6-(4-isopropyl-4H-1,2,4-triazol-3-yl)pyridin-2-yl)-1,6-dimethyl-1H-indazol-3(2H)-one NC=1C=C2C(N(N(C2=CC1C)C)C1=NC(=CC=C1)C1=NN=CN1C(C)C)=O